C(CCCCCCC\C=C/CCCCCCCC)(=O)[O-].C(CCCCCCC\C=C/CCCCCCCC)(=O)[O-].[Sn+2] tin dioleate